C1(=CC=CC=C1)CS(=O)(=O)OC1=C(OC(C1=O)C1=C(C=C(C=C1)Cl)Cl)N 2-amino-5-(2,4-dichlorophenyl)-4-oxo-4,5-dihydrofuran-3-yl phenylmethanesulfonate